SC(=O)[O-] MERCAPTOCARBOXYLATE